dihydropyrrolecarboxylic acid N1C(CC=C1)C(=O)O